C(C)(C)(C)OC(=O)NCCC N-(tert-butyloxycarbonyl)propylamine